trans-4-[(2-amino-3,5-dibromobenzyl)amino]adamantan-1-ol hydrobromide Br.NC1=C(CNC2C3CC4(CC(CC2C4)C3)O)C=C(C=C1Br)Br